ClC=1N=NC(=CC1C)CCl 3-chloro-6-(chloromethyl)-4-methyl-pyridazine